COC1CC(C1)NC1=NC(=NN2C1=C(C(=C2)C=2C=NC=CC2)C2=CC=CC=C2)C=2N(C=CN2)C N-((1r,3r)-3-Methoxycyclobutyl)-2-(1-methyl-1H-imidazol-2-yl)-5-phenyl-6-(pyridin-3-yl)pyrrolo[2,1-f][1,2,4]triazin-4-amine